[Sb]([O-])([O-])([O-])=O.[K+].[Na+].[Li+].[Na+] sodium lithium sodium potassium antimonate